7-(4-((5-(2-carboxybenzamido)pentyl)carbamoyl)-2,6-dimethylphenyl)-3-(3-(naphthalen-1-yloxy)propyl)pyrazolo[1,5-a]pyridine-2-carboxylic acid C(=O)(O)C1=C(C(=O)NCCCCCNC(=O)C2=CC(=C(C(=C2)C)C2=CC=CC=3N2N=C(C3CCCOC3=CC=CC2=CC=CC=C32)C(=O)O)C)C=CC=C1